C(#N)N=C(N)N monocyanoguanidine